Ethyl 5-(N-(7-chlorochroman-3-yl)sulfamoyl)-2-methyl-1H-pyrrole-3-carboxylate ClC1=CC=C2CC(COC2=C1)NS(=O)(=O)C1=CC(=C(N1)C)C(=O)OCC